FC1=C(C=CC(=C1C1=CC2=C(N=C(N=C2)NC)N2C1=NCC2)C)C=2C(=NC=CC2C(F)(F)F)C(=O)N (2-fluoro-4-methyl-3-(2-(methylamino)-8,9-dihydroimidazo[1',2':1,6]pyrido[2,3-d]pyrimidin-6-yl)phenyl)-4-(trifluoromethyl)picolinamide